1-(6-((5-chloropyridin-2-yl)methoxy)pyridin-2-yl)piperazine ClC=1C=CC(=NC1)COC1=CC=CC(=N1)N1CCNCC1